O=C1NC(CCC1N1C(N(C2=C1C=CC(=C2)N2CCC(CC2)(O)CC(=O)O)C)=O)=O 2-(1-(1-(2,6-dioxopiperidin-3-yl)-3-methyl-2-oxo-2,3-dihydro-1H-benzo[d]imidazol-5-yl)-4-hydroxypiperidin-4-yl)acetic acid